NC1=CC=C(C2=C(C=CC(=C12)N)N)N 1,4,5,8-tetraaminonaphthalene